ClC1=C(C(=C(C=C1)N1CCN(CC1)C1C(CN(CC1)C(=O)OC(C)(C)C)(F)F)F)F tert-butyl 4-[4-(4-chloro-2,3-difluoro-phenyl)piperazin-1-yl]-3,3-difluoro-piperidine-1-carboxylate